2-[2-hydroxy-4-(2-ethylhexyloxy)phenyl]-4,6-biphenylyl-s-triazine OC1=C(C=CC(=C1)OCC(CCCC)CC)C1=C(C=CC(=C1)C1=CC=CC=C1)C1=NC=NC=N1